2-({7-amino-4-[3-(3-aminophenyl)-1H-indazol-5-yl]-1-oxo-2,3-dihydro-1H-isoindol-2-yl}methyl)prop-2-enamide NC=1C=CC(=C2CN(C(C12)=O)CC(C(=O)N)=C)C=1C=C2C(=NNC2=CC1)C1=CC(=CC=C1)N